BrC1=C(C=C2C(=C(C=NC2=C1F)CO)Cl)Cl (7-Bromo-4,6-dichloro-8-fluoroquinolin-3-yl)methanol